CC=1C(C(N(N1)C1=CC=CC=C1)=O)N=NC1=CC=CC=C1 2,4-dihydro-5-methyl-2-phenyl-4-(phenylazo)-3H-pyrazol-3-one